C12N(CC(CC1)C2)C(=O)C2=CC1=C(C(N(CCO1)C[C@@H](CN1CC3=CC=CC=C3CC1)O)=O)C=C2 8-(2-azabicyclo[2.2.1]heptan-2-carbonyl)-4-[(2R)-3-(3,4-dihydro-1H-isoquinolin-2-yl)-2-hydroxy-propyl]-2,3-dihydro-1,4-benzoxazepin-5-one